ClC1=CC2=C(SC=C2C23CN(CC3C2)C)C=C1 1-(5-chlorobenzo[b]thiophen-3-yl)-3-methyl-3-azabicyclo[3.1.0]hexane